Methyl (S)-3-((1R,3R)-1-(3-(2-((3,3-difluoropropyl)amino)ethoxy)-6-fluoro-2-methylphenyl)-3-methyl-1,3,4,9-tetrahydro-2H-pyrido[3,4-b]indol-2-yl)-2-methylpropanoate FC(CCNCCOC=1C(=C(C(=CC1)F)[C@H]1N([C@@H](CC2=C1NC1=CC=CC=C21)C)C[C@@H](C(=O)OC)C)C)F